3a-(4-chlorophenyl)-3-(3-fluorophenyl)-8b-hydroxy-6,8-dimethoxy-1-((trimethylsilyl)oxy)-2,3,3a,8b-tetrahydro-1H-cyclopenta[b]benzofuran-1-carbonitrile ClC1=CC=C(C=C1)C12OC3=C(C1(C(CC2C2=CC(=CC=C2)F)(C#N)O[Si](C)(C)C)O)C(=CC(=C3)OC)OC